C(CCCCCCC\C=C/C\C=C/CCCCC)O (9Z,12Z)-octadecan-9,12-dien-1-ol